ClC=1C=C(C=C(C1)Cl)C1(CC(=NO1)C1=CC(=C(C(=O)NC2=NN(C(=N2)C)CC(F)(F)F)C=C1)C)C(F)(F)F 4-(5-(3,5-dichlorophenyl)-5-(trifluoromethyl)-4,5-dihydroisoxazol-3-yl)-2-methyl-N-(5-methyl-1-(2,2,2-trifluoroethyl)-1H-1,2,4-triazol-3-yl)benzamide